S1SSSSSSS1 cyclooctasulfane